BrC=1C=NC(=NC1)CO[C@@H](C#C)C 5-bromo-2-[[(1R)-1-methylprop-2-ynyloxy]methyl]pyrimidine